methyl 2-(4-fluorophenyl)-6-(((1R,5S,6s)-3-(1-methyl-3-(thiazol-4-yl)-1H-pyrazole-5-carbonyl)-3-azabicyclo[3.1.0]hexan-6-yl)oxy)isonicotinate FC1=CC=C(C=C1)C=1C=C(C(=O)OC)C=C(N1)OC1[C@@H]2CN(C[C@H]12)C(=O)C1=CC(=NN1C)C=1N=CSC1